P(=O)(O)(O)O[C@@H](CC(C(=O)O)=O)[C@@H](O)[C@@H](O)[C@H](O)[C@H](OC(C)=O)COC(C)=O monophospho-3-deoxy-8,9-di-O-acetyl-D-glycero-D-galacto-nonulosonic acid